CN1C(OCCC1)=O 3-methyl-1,3-oxazinan-2-one